benzyl 4-[1-(2-ethoxy-2-oxoethyl)-5'-fluoro-1'-methyl-[4,6'-biindazol]-3-yl]piperazine-1-carboxylate C(C)OC(CN1N=C(C=2C(=CC=CC12)C1=C(C=C2C=NN(C2=C1)C)F)N1CCN(CC1)C(=O)OCC1=CC=CC=C1)=O